BrC1=C(C(=O)O)C=C(C=C1O)Cl 2-bromo-5-chloro-3-hydroxy-benzoic acid